(S)-N-((S)-1-cyano-2-((S)-2-oxopyrrolidin-3-yl)ethyl)-5-(4-methylpentanoyl)-5-azaspiro[2.4]heptane-6-carboxamide C(#N)[C@H](C[C@H]1C(NCC1)=O)NC(=O)[C@H]1N(CC2(CC2)C1)C(CCC(C)C)=O